tetrazolium-formazan salt N=NC=NN.[NH+]=1NN=NC1